C(OCC1=CC=C(C=C1)NC([C@H](CCCNC(N)=O)NC([C@H](C(C)C)NC(CCCCCN1C(C=CC1=O)=O)=O)=O)=O)(OC1=CC=C(C=C1)[N+](=O)[O-])=O [4-[[(2S)-5-(carbamoylamino)-2-[[(2S)-2-[6-(2,5-dioxopyrrol-1-yl)hexanoylamino]-3-methylbutanoyl]amino]pentanoyl]amino]phenyl]methyl (4-nitrophenyl) carbonate